sodium t-butylate CC(C)(C)[O-].[Na+]